OC1=C(N2C(C3=CC(=CC=C13)C=1N=NN(C1)C)=NC=N2)C(=O)NCC(=O)O (6-Hydroxy-9-(1-methyl-1H-1,2,3-triazol-4-yl)-[1,2,4]triazolo[5,1-a]isoquinoline-5-carbonyl)glycine